ClC1=C(O[C@@H](C(=O)OCC)C)C(=CC=C1)Cl |r| (+/-)-ETHYL 2-(2,6-DICHLOROPHENOXY)PROPIONATE